benzyl (2S)-4-(6-chloro-7-(6-fluorobenzofuran-7-yl)-1-(M)-(2-isopropyl-4-methylpyridin-3-yl)-2-oxo-1,2-dihydropyrido[2,3-d]pyrimidin-4-yl)-2-(cyanomethyl)piperazine-1-carboxylate ClC1=CC2=C(N(C(N=C2N2C[C@@H](N(CC2)C(=O)OCC2=CC=CC=C2)CC#N)=O)C=2C(=NC=CC2C)C(C)C)N=C1C1=C(C=CC=2C=COC21)F